tert-butyl 6-methyl-2-(2-(pyrrolidin-1-yl)-5-((2,2,2-trifluoroethoxy)sulfonyl)phenyl)-1H-indole-1-carboxylate CC1=CC=C2C=C(N(C2=C1)C(=O)OC(C)(C)C)C1=C(C=CC(=C1)S(=O)(=O)OCC(F)(F)F)N1CCCC1